4,4'-dithianthren-1-yl-benzophenone C1(=CC=CC=2SC3=CC=CC=C3SC12)C1=CC=C(C(=O)C2=CC=C(C=C2)C2=CC=CC=3SC4=CC=CC=C4SC23)C=C1